NC1=NC=CC2=C(C=CC=C12)C1=CC=C2CC(C(C2=C1)OC1=C(C=CC(=C1)OC)CC(=O)O)(C)C 2-(2-((6-(1-aminoisoquinolin-5-yl)-2,2-dimethyl-2,3-dihydro-1H-inden-1-yl)oxy)-4-methoxyphenyl)acetic acid